tert-butyl 3-(6-(4-fluorophenyl)-4-(1-methyl-1H-pyrazol-3-yl)pyridin-3-yl)-2,5-dihydro-1H-pyrrole-1-carboxylate FC1=CC=C(C=C1)C1=CC(=C(C=N1)C=1CN(CC1)C(=O)OC(C)(C)C)C1=NN(C=C1)C